Arsenic(III) chloride [As](Cl)(Cl)Cl